[3-(cyclopropylmethoxy)[1,4'-bipiperidine]-1'-yl]-N-[(3,5-difluoropyridin-2-yl)methyl]-1,3-thiazole-5-carboxamide C1(CC1)COC1CN(CCC1)C1CCN(CC1)C=1SC(=CN1)C(=O)NCC1=NC=C(C=C1F)F